(S)-2-((3-(benzyloxy)-2-(((S)-but-3-en-2-yl)carbamoyl)-4-oxo-5-((2,4,6-trifluorobenzyl)carbamoyl)pyridin-1(4H)-yl)(tert-butoxycarbonyl)amino)but-3-en-1-yl acetate C(C)(=O)OC[C@H](C=C)N(C(=O)OC(C)(C)C)N1C(=C(C(C(=C1)C(NCC1=C(C=C(C=C1F)F)F)=O)=O)OCC1=CC=CC=C1)C(N[C@@H](C)C=C)=O